(S)-3-methylpiperazine C[C@H]1CNCCN1